[Si](C1=CC=CC=C1)(C1=CC=CC=C1)(C(C)(C)C)OCC=1C=C(COC2=C(C(=O)O)C=CC=N2)C=C(C1)F.OC=1OC2=CC=CC(=C2C(C1C1=CC=CC=C1)=O)C hydroxy-5-methyl-isoflavone (3-(((tert-butyldiphenylsilyl)oxy)methyl)-5-fluorobenzyl)oxynicotinate